N-(2-fluoro-6-methoxybenzyl)-6-(5-methyl-1H-pyrazol-4-yl)-1H-pyrrolo[2,3-b]pyridine-2-carboxamide FC1=C(CNC(=O)C2=CC=3C(=NC(=CC3)C=3C=NNC3C)N2)C(=CC=C1)OC